4-oxo-5,6,7,8-tetrahydro-4H-5,8-methano-cyclohepta[b]furan-2-sulfonyl chloride O=C1C2CCC(C=3OC(=CC31)S(=O)(=O)Cl)C2